(R)-(2-methyl-4-((6-methylpyridin-2-yl)oxy)phenyl)-4-oxo-4,5-dihydro-3H-1-thia-3,5,8-triazaacenaphthylene-2-carboxamide CC1=C(C=CC(=C1)OC1=NC(=CC=C1)C)N1C2=C(SC=3N=CC=C(NC1=O)C32)C(=O)N